Methyl 4-fluoro-5-amino-1H-benzimidazole-6-carboxylate FC1=C(C(=CC=2NC=NC21)C(=O)OC)N